N1CC[C@@]12CN(CCC2)C2=NC1=C(N2CC2=NC=C(C#N)C=C2)C=CC=C1 (S)-6-((2-(1,6-diazaspiro[3.5]non-6-yl)-1H-benzo[d]imidazol-1-yl)methyl)nicotinonitrile